FC(C1=C(C(=O)O)C=CC(=C1)C(F)(F)F)(F)F 2,4-bis(trifluoromethyl)benzoic acid